The molecule is an organic heteroheptacyclic compound isolated from Albophoma yamanashiensis and has been shown to exhibit inhibitory activity against acyl-CoA:cholesterol acyltransferase. It has a role as a metabolite and an EC 2.3.1.26 (sterol O-acyltransferase) inhibitor. It is an organic heteroheptacyclic compound, an epoxide, an organonitrogen heterocyclic compound, a secondary amino compound, a secondary alcohol and a tertiary alcohol. CC(=CCOC(C)(C)[C@@H]1[C@H]([C@@H]2[C@@]3(O2)[C@@H](O1)CC[C@]4([C@]3(CC[C@@H]5[C@@]4(C6=C(C5)C7=CC=CC=C7N6)C)O)C)O)C